FC=1C=C(C=CC1)N1C(=NC(=C1)C1=CC=CC=C1)SCC1=CC=C(C=C1)C(F)(F)F 1-(3-fluorophenyl)-4-phenyl-2-((4-(trifluoromethyl)benzyl)thio)-1H-imidazole